2-trifluoromethyl-benzylamine FC(C1=C(CN)C=CC=C1)(F)F